ClC=1C=C(C=CC1F)NC(N(C)[C@@H](C)C1=NNC(C2=CC(=C(C=C12)F)F)=O)=O (S)-3-(3-chloro-4-fluorophenyl)-1-(1-(6,7-difluoro-4-oxo-3,4-dihydrophthalazin-1-yl)ethyl)-1-methylurea